2-((2,6-dichlorobenzyl)oxy)-7,8-dihydroquinolin-5(6H)-one ClC1=C(COC2=NC=3CCCC(C3C=C2)=O)C(=CC=C1)Cl